(R)-6-chloro-3-((1-(2-cyano-3-(4-(3-cyanophenyl)piperazin-1-yl)-7-methylquinoxalin-5-yl)ethyl)amino)picolinic acid ClC1=CC=C(C(=N1)C(=O)O)N[C@H](C)C1=C2N=C(C(=NC2=CC(=C1)C)C#N)N1CCN(CC1)C1=CC(=CC=C1)C#N